4-[3-[(2S,6R)-2,6-dimethylpiperazin-1-yl]cyclobutoxy]piperidine-1-carboxylic acid benzyl ester hydrochloride Cl.C(C1=CC=CC=C1)OC(=O)N1CCC(CC1)OC1CC(C1)N1[C@H](CNC[C@H]1C)C